FC=1C=C2C(CCOC2=C(C1O[C@H](C1=CC=C(C(=O)N)C=C1)C1=CC=NC=C1)C)=O (R,S)-4-(((6-Fluoro-8-methyl-4-oxochroman-7-yl)oxy)(pyridin-4-yl)methyl)benzamide